C(C)(C)(C)OC(=O)N1CC2=CC(=C3CC2=C(C1)C=C3)Br 6-bromo-1H-benzo[des]isoquinoline-2(3H)-carboxylic acid tert-butyl ester